6-Bromo-8-((1,1,1-trifluoropropan-2-yl)oxy)-3,4-dihydroisoquinolin-1(2H)-one BrC=1C=C2CCNC(C2=C(C1)OC(C(F)(F)F)C)=O